CC1=CC(=C(N=C1)C2=N[C@](C(=O)N2)(C)C(C)C)C(=O)O The molecule is a 5-methyl-2-[4-methyl-5-oxo-4-(propan-2-yl)-4,5-dihydro-1H-imidazol-2-yl]pyridine-3-carboxylic acid that has (R)-configuration. It is a conjugate acid of a (R)-imazapic(1-). It is an enantiomer of a (S)-imazapic.